ClC1=C(CN2CC3=C(CC2)SC(=C3)[Si](CC)(CC)C3=CC=2CN(CCC2S3)CC3=C(C=CC=C3)Cl)C=CC=C1 Bis(5-(2-chlorobenzyl)-4,5,6,7-tetrahydrothieno[3,2-c]pyridin-2-yl)diethylsilane